C1(=CC=CC=C1)NC=1C=C(C=CC1B(O)O)C1=CC(=CC=C1)[Si](C1=CC=CC=C1)(C1=CC=CC=C1)C1=CC=CC=C1 (3-(phenylamino)-3'-(triphenylsilyl)-[1,1'-biphenyl]-4-yl)boronic acid